2-Hydroxypropyl-3-Piperazinyl-QuinolineCarboxylic Acid OC(CC1=C(C(=NC2=CC=CC=C12)C(=O)O)N1CCNCC1)C